ClC1=C(C=CC(=C1)CCC1=NC2=C(N1C[C@H](C)N1CCOCC1)C=CC(=C2)C=2C(=NOC2C)C)O 2-chloro-4-[2-[5-(3,5-dimethyl-1,2-oxazol-4-yl)-1-[(2S)-2-(morpholin-4-yl)propyl]-1,3-benzodiazol-2-yl]ethyl]phenol